Sodium 3-(((2,2-bis((3,3,4,4,5,5,6,6,6-nonafluorohexyl)oxy)propoxy)carbonyl)amino)-2-hydroxypropane-1-sulfonate FC(CCOC(COC(=O)NCC(CS(=O)(=O)[O-])O)(C)OCCC(C(C(C(F)(F)F)(F)F)(F)F)(F)F)(C(C(C(F)(F)F)(F)F)(F)F)F.[Na+]